(R)-7-(4-(2-(3-(2-hydroxyphenyl)-5-methyl-7,8-dihydro-5H-pyrido[3',4':4,5]pyrrolo[2,3-c]pyridazin-6(9H)-yl)pyrimidin-4-yl)piperazin-1-yl)spiro[3.5]nonane-2-carboxylic acid OC1=C(C=CC=C1)C1=CC2=C(N=N1)NC1=C2[C@H](N(CC1)C1=NC=CC(=N1)N1CCN(CC1)C1CCC2(CC(C2)C(=O)O)CC1)C